6-Cyclopropyl-4-[7-fluoro-2-(Oxacyclohexan-2-yl)indazol-4-yl]-3-pyridin-1-ium-1-yl-1H-1,7-phenanthroline-2-one C1(CC1)C=1C=C2C(=C(C(NC2=C2C=CC=NC12)=O)[N+]1=CC=CC=C1)C=1C2=CN(N=C2C(=CC1)F)C1OCCCC1